NC=1C=C(C=CC1C)C1=NOC(=N1)[C@@H]1N(CC1)C(=O)OC(C)(C)C tert-butyl (2R)-2-[3-(3-amino-4-methyl-phenyl)-1,2,4-oxadiazol-5-yl]azetidine-1-carboxylate